FC=1C=C(C=CC1)C=1C(=NN(C1C(=O)O)C=1SC(=C(N1)C1=CC=C(C=C1)OC(F)(F)F)SC(C)C)C 4-(3-fluorophenyl)-1-(5-(isopropylthio)-4-(4-(trifluoromethoxy)phenyl)thiazol-2-yl)-3-methyl-1H-pyrazole-5-carboxylic acid